4-amino-N,N,3-trimethylpyridine-2-sulfonamide NC1=C(C(=NC=C1)S(=O)(=O)N(C)C)C